C(\C=C/C(=O)[O-])(=O)OCCOC(C=C)=O acryloyl-oxyethyl maleate